benzyl ((2S)-1-((6-amino-2-fluoro-3-((2-oxopyrrolidin-3-yl)methyl)phenyl)amino)-3,3-dicyclopropyl-1-oxopropan-2-yl)carbamate NC1=CC=C(C(=C1NC([C@H](C(C1CC1)C1CC1)NC(OCC1=CC=CC=C1)=O)=O)F)CC1C(NCC1)=O